CC(C(C=CC)=O)(C1=CCCCC1)C dimethyl-cyclohexenyl-pentenone